4-(4-((4-bromo-2-(2,6-dioxopiperidin-3-yl)-1,3-dioxoisoindolin-5-yl)methyl)piperazin-1-yl)-N-(5-(3,5-difluorobenzyl)-1H-indazol-3-yl)-2-((tetrahydro-2H-pyran-4-yl)amino)benzamide BrC1=C2C(N(C(C2=CC=C1CN1CCN(CC1)C1=CC(=C(C(=O)NC2=NNC3=CC=C(C=C23)CC2=CC(=CC(=C2)F)F)C=C1)NC1CCOCC1)=O)C1C(NC(CC1)=O)=O)=O